1,5-bis(4-hydroxyphenyl-thio)-2,3-Dioxapentane OC1=CC=C(C=C1)SCOOCCSC1=CC=C(C=C1)O